6-(4-chlorophenyl)-N'-[(E)-(3,5-dimethoxyphenyl)methylene]pyrazine-2-carbohydrazide ClC1=CC=C(C=C1)C1=CN=CC(=N1)C(=O)N/N=C/C1=CC(=CC(=C1)OC)OC